tert-butyl 6-(3-methyl-6-(1,3,4-thiadiazol-2-yl)pyrazin-2-yl)-2,6-diazaspiro[3.4]octane-2-carboxylate CC=1C(=NC(=CN1)C=1SC=NN1)N1CC2(CN(C2)C(=O)OC(C)(C)C)CC1